C(C)(C)(C)OC(=O)N1CC2(C1)N(C(CNC2)=O)C 5-methyl-6-oxo-2,5,8-triazaspiro[3.5]nonane-2-carboxylic acid tert-butyl ester